[4-(4-methylpiperazine-1-carbonyl)phenyl]boronic acid hydrochloride Cl.CN1CCN(CC1)C(=O)C1=CC=C(C=C1)B(O)O